COC=1C=C(C=CC1[N+](=O)[O-])N1CCC(CC1)N(C(OC(C)(C)C)=O)C tert-butyl (1-(3-methoxy-4-nitrophenyl)piperidin-4-yl)(methyl)carbamate